octyl-(malonic acid) lithium borate B([O-])([O-])[O-].[Li+].C(CCCCCCC)C(C(=O)O)C(=O)O.[Li+].[Li+]